C(C)(C)(C)[C@]1(N(CCC1)C(=O)OC(C(CCCCCCC)C(C)=O)(F)C(C)=O)C#C diacetyl-fluorononanol tert-butyl-(S)-2-ethynylpyrrolidine-1-carboxylate